2-methyl-N-[(1R)-1-(1-naphthyl)ethyl]-5-(1,2,3,6-tetrahydropyridin-4-yl)benzamide CC1=C(C(=O)N[C@H](C)C2=CC=CC3=CC=CC=C23)C=C(C=C1)C=1CCNCC1